6-((4-methoxybenzyl)thio)-[1,2,5]thiadiazolo[3,4-b]pyridine COC1=CC=C(CSC2=CC=3C(N=C2)=NSN3)C=C1